O[C@H]1[C@H]2[C@@H]3CC[C@H]([C@@H](CCC(=O)O)C)[C@]3(C[C@@H]([C@@H]2[C@]2(CCCC[C@H]2[C@H]1CC)C)O)C 7α,11β-Dihydroxy-6α-ethyl-5β-cholan-24-oic acid